C1(CC1)C1=C(C=2C=NC(=C(C2N1)C=O)OC)C#N 2-cyclopropyl-7-formyl-6-methoxy-1H-pyrrolo[3,2-c]pyridine-3-carbonitrile